1-isopropyl-4-oxo-1,4-dihydropyridine-2,5-dicarboxylic acid diethyl ester C(C)OC(=O)C=1N(C=C(C(C1)=O)C(=O)OCC)C(C)C